Cl.COC1=C(CC(CN)N)C=CC(=C1)OC 1-(2,4-dimethoxybenzyl)ethane-1,2-diamine hydrochloride